O1CCN(CC1)CCN1C(C(=CC2=CC(=CN=C12)C1=NC=CC=C1)C(=O)NC1CC2(C1)CCC2)=O 1-(2-morpholinoethyl)-2-oxo-6-(pyridin-2-yl)-N-(spiro[3.3]hept-2-yl)-1,2-dihydro-1,8-naphthyridine-3-carboxamide